CC1(CO1)C1CC2(C(CC1)O2)C 4-(1'-methyl-epoxyethyl)-1,2-epoxy-2-methylcyclohexane